8-chloro-6-fluoro-N~2~-[1-(1-methylcyclopropyl)-1H-pyrazol-4-yl]-7-(8-methyl-2,3-dihydro-1H-pyrido[2,3-b][1,4]oxazin-7-yl)quinazoline-2,5-diamine ClC1=C(C(=C(C=2C=NC(=NC12)NC=1C=NN(C1)C1(CC1)C)N)F)C1=C(C2=C(OCCN2)N=C1)C